FC1=CC=C(C=C1)C1=NN(C=C1S(=O)(=O)N)C1=CC=C(C=C1)C1=NOC(=N1)C(F)(F)F (4-fluorophenyl)-1-(4-(5-(trifluoromethyl)-1,2,4-oxadiazol-3-yl)phenyl)-1H-pyrazole-4-sulfonamide